FC(C1=NN=C(S1)C1=CN=C2N1C=C(C=C2N2C[C@@H]1[C@@H](OCCN1CC2)CO)S(=O)(=O)NC2(CC2)C)F |o1:18,19| rel-3-(5-(difluoromethyl)-1,3,4-thiadiazol-2-yl)-8-((1R,9aR)-1-(hydroxymethyl)hexahydropyrazino[2,1-c][1,4]oxazin-8(1H)-yl)-N-(1-methylcyclopropyl)imidazo[1,2-a]pyridine-6-sulfonamide